1,9-Nonandiamine C(CCCCCCCCN)N